1-(2-fluoro-1,1-dimethyl-ethyl)pyrazole-3-carbonitrile FCC(C)(C)N1N=C(C=C1)C#N